N[C@@H]1[C@@H](CCC1)NC(OC(C)(C)C)=O tert-butyl ((1R,2S)-2-aminocyclopentyl)carbamate